methyl 5-(5-methoxypyridin-3-yl)-1-((2-(trimethylsilyl)ethoxy)methyl)-1H-pyrazole-3-carboxylate COC=1C=C(C=NC1)C1=CC(=NN1COCC[Si](C)(C)C)C(=O)OC